5-((1-(4-(3-(2-Azaspiro[3.3]heptan-2-yl)pyrrolidin-1-yl)phenyl)-1H-imidazol-4-yl)amino)pyrazine-2-carbonitrile C1N(CC12CCC2)C2CN(CC2)C2=CC=C(C=C2)N2C=NC(=C2)NC=2N=CC(=NC2)C#N